4-(((cis)-4-(4-(trifluoromethoxy)phenyl)cyclohexyl)oxy)-1H-1,2,3-triazole-5-carboxylic acid FC(OC1=CC=C(C=C1)[C@H]1CC[C@H](CC1)OC=1N=NNC1C(=O)O)(F)F